(Z)-2-(5-fluoro-1-(3-((4-fluorophenyl)sulfonyl)benzylidene)-2-methyl-1H-inden-3-yl)acetic acid FC=1C=C2C(=C(/C(/C2=CC1)=C/C1=CC(=CC=C1)S(=O)(=O)C1=CC=C(C=C1)F)C)CC(=O)O